F[C@H]1C[C@H](N(C1)C(CN1C[C@H](CC1)NC1=C2C=CC=NC2=CC=C1C)=O)C#N (2S,4S)-4-fluoro-1-[2-[(3S)-3-[(6-methyl-5-quinolinyl)amino]pyrrolidin-1-yl]acetyl]pyrrolidine-2-carbonitrile